NC1C2=CC=CC=C2CC12CCN(CC2)C=2C(=NC(=CN2)C=CC2=CN=C(S2)N)CO (3-(1-amino-1,3-dihydrospiro[indene-2,4'-piperidin]-1'-yl)-6-(2-(2-aminothiazol-5-yl)vinyl)pyrazin-2-yl)methanol